BrC=1C(=C(C=C2C=C(C=NC12)N)F)F 8-bromo-6,7-difluoroquinolin-3-amine